N,N'-bis(p-tolyl)pyrene-1,6-diamine C1(=CC=C(C=C1)NC1=CC=C2C=CC=3C(=CC=C4C=CC1=C2C34)NC3=CC=C(C=C3)C)C